6-(1-acetylazetidin-3-yl)-[1,2,4]triazolo[1,5-a]pyridine C(C)(=O)N1CC(C1)C=1C=CC=2N(C1)N=CN2